3-fluoro-4-(6-(1-hydroxyethyl)-1-(3-methyloxetan-3-yl)-1H-benzo[d]imidazol-2-yl)-6-methoxybenzene-1,2-diol FC1=C(C(=C(C=C1C1=NC2=C(N1C1(COC1)C)C=C(C=C2)C(C)O)OC)O)O